ethyl 4-(3-hydroxymethyl-2,3,4,9-tetrahydro-1H-carbazole-6-sulfonamido)benzoate OCC1CCC=2NC3=CC=C(C=C3C2C1)S(=O)(=O)NC1=CC=C(C(=O)OCC)C=C1